7-fluoro-1,2,3,4-tetrahydroisoquinoline FC1=CC=C2CCNCC2=C1